nickel cyanic acid N#CO.[Ni]